2-{4-[(3S)-piperidin-3-yl]phenyl}-2H-indazole-7-carboxamide (1S,3R)-(-)-camphorate C([C@]1(C)C(C)(C)[C@H](C(=O)O)CC1)(=O)O.N1C[C@@H](CCC1)C1=CC=C(C=C1)N1N=C2C(=CC=CC2=C1)C(=O)N